(Trans)-2-[(2,5-dichloropyrimidin-4-yl)amino]cyclopentane-1-carbonitrile ClC1=NC=C(C(=N1)N[C@H]1[C@@H](CCC1)C#N)Cl